FCC(CF)N1C[C@H]([C@@H](C1)C1=CC=CC=C1)NC(=O)NC1=C2C(=NN1C1=CC=CC=C1)CCC2 ((trans)-1-(1,3-difluoropropan-2-yl)-4-phenylpyrrolidin-3-yl)-3-(2-phenyl-2,4,5,6-tetrahydrocyclopenta[c]pyrazol-3-yl)urea